[5-[4-[6-chloro-4-(trifluoromethyl)-2-pyridinyl]piperazin-1-yl]sulfonylindol-1-yl]-(1-oxa-2,9-diazaspiro[4.5]dec-2-en-3-yl)methanone Mono-menthyl-glutarate C1(CC(C(CC1)C(C)C)OC(CCCC(=O)O)=O)C.ClC1=CC(=CC(=N1)N1CCN(CC1)S(=O)(=O)C=1C=C2C=CN(C2=CC1)C(=O)C1=NOC2(C1)CCCNC2)C(F)(F)F